FC=1C=C(SC1C(C)(C)O)[S@@](=O)(N)=NC(NC1=C2C(=NC3=C1CCC3)C3(CC2)CC3)=O (R)-4-Fluoro-5-(2-hydroxypropan-2-yl)-N'-((1',5',6',7'-tetrahydro-2'H-spiro[cyclopropane-1,3'-dicyclopenta[b,e]pyridin]-8'-yl)carbamoyl)thiophene-2-sulfonimidamide